OC1=C(C(=O)NN\C=C\2/C(C=CC3=CC=CC=C23)=O)C=CC=C1 hydroxy-N'-[(Z)-(2-oxonaphthalen-1-ylidene)methyl]benzohydrazide